(R)-1,3-dimethyl-4-{3-[3-(4,4,5,5-tetramethyl-1,3,2-dioxaborolan-2-yl)phenoxy]propyl}piperazin-2-one CN1C([C@H](N(CC1)CCCOC1=CC(=CC=C1)B1OC(C(O1)(C)C)(C)C)C)=O